2-methyl-phenyl-5-oxo-phenyluridine CC1=C(C=CC=C1)[C@@]1([C@@](O[C@@H]([C@H]1O)CO)(N1C(=O)NC(=O)C=C1)C=1C=CCC(C1)=O)O